NNS(=O)(=O)C([C@@H]1[C@H]([C@H]([C@@H](O1)N1C=NC=2C(N)=NC=NC12)O)O)O 5'-aminosulfamyl-adenosine